4-formyl-5-((4-methoxybenzyl)oxy)-1,3-phenylene bis(4-methylbenzene-sulfonate) CC1=CC=C(C=C1)S(=O)(=O)OC1=CC(=C(C(=C1)OCC1=CC=C(C=C1)OC)C=O)OS(=O)(=O)C1=CC=C(C=C1)C